3,7-Dimethyloct-5-en-1,7-diol CC(CCO)CC=CC(C)(O)C